IC=1C(=NOC1)C1=CC=CC=C1 4-iodo-3-phenyl-isoxazole